O[C@@H]1C[C@H](N(C1)C([C@H](C(C)C)NC(OC(C)(C)C)=O)=O)C(N[C@@H](CO)C1=CC=C(C=C1)C1=NC=CN=C1)=O tert-butyl ((S)-1-((2S,4R)-4-hydroxy-2-(((R)-2-hydroxy-1-(4-(pyrazin-2-yl)phenyl)ethyl)carbamoyl)pyrrolidin-1-yl)-3-methyl-1-oxobutan-2-yl)carbamate